[Li].[Li].C(COCCOCCS)S 3,6-dioxaoctane-1,8-dithiol dilithium salt